(S)-2-(3,4-dihydro-2H-pyrrolo[3',2':5,6]pyrido[2,3-b][1,4]oxazepin-1(7H)-yl)-4-(2-(2-(2-isopropylphenyl)pyrrolidin-1-yl)-7-azaspiro[3.5]non-7-yl)benzoic acid methyl ester COC(C1=C(C=C(C=C1)N1CCC2(CC(C2)N2[C@@H](CCC2)C2=C(C=CC=C2)C(C)C)CC1)N1C2=C(OCCC1)N=C1C(=C2)C=CN1)=O